BrC1=C(C=O)C=C(C(=C1)O[C@@H]1COCC1)OC (S)-2-bromo-5-methoxy-4-((tetrahydrofuran-3-yl)oxy)benzaldehyde